O=C1N(CCC2=CC(=CC=C12)C(=O)O)CC1CCOCC1 1-oxo-2-((tetrahydro-2H-pyran-4-yl)methyl)-1,2,3,4-tetrahydroisoquinoline-6-carboxylic acid